C(C)C1OC(C2=C(O1)C(=C(C=C2CCCCC)O)[C@@H]2C=C(CC[C@H]2C(=C)C)C)=O 2-ethyl-7-hydroxy-8-((1R,6R)-3-methyl-6-(prop-1-en-2-yl)cyclohex-2-en-1-yl)-5-pentyl-4H-benzo[d][1,3]dioxin-4-one